5H-isoindol-5-one C=1N=CC2=CC(C=CC12)=O